COC(=O)C=1C(=CC2=CN(N=C2C1)CCCC(F)(F)F)NC(=O)C1=NC(=CC=C1)C(C)(C)O methyl-5-({[6-(2-hydroxypropan-2-yl)pyridin-2-yl]carbonyl}amino)-2-(4,4,4-trifluorobutyl)-2H-indazole-6-carboxylate